1-methyl-1-(4-chlorophenyl)ethylene CC(=C)C1=CC=C(C=C1)Cl